S(=O)(=O)=[N-] sulfonyl-amid